C(C)(C)(C)OC1=NC(=CC(=C1)C1=NC(=NC=C1)NC1=CC=CC=C1)C1=C(C=CC=C1)Cl 4-[2-tert-butoxy-6-(2-chlorophenyl)-4-pyridyl]-N-phenyl-pyrimidin-2-amine